C(C)N(C(C1=CC=CC=C1)=O)CC N,N-dieth-ylbenzamide